FC1(CN(C1)C1=NN(C(C=C1)=O)C=1C=CC(=NC1)N[C@@H]1C[C@@H](CC1)CNC(=O)C1=CC(=NO1)C)F N-[[(1R,3S)-3-[[5-[3-(3,3-difluoroazetidin-1-yl)-6-oxo-pyridazin-1-yl]-2-pyridyl]amino]cyclopentyl]methyl]-3-methyl-isoxazole-5-carboxamide